(4-chlorophenyl)-4-[3-(4-chlorophenyl)-1-(2-methoxyethyl)ureido]-3-methylbenzamide ClC1=CC=C(C=C1)C1=C(C(=O)N)C=CC(=C1C)N(C(=O)NC1=CC=C(C=C1)Cl)CCOC